6-(2-(3-Chlorophenyl)-5,6-dihydro-4H-pyrrolo[1,2-b]pyrazol-3-yl)quinoxaline ClC=1C=C(C=CC1)C=1C(=C2N(N1)CCC2)C=2C=C1N=CC=NC1=CC2